tert-butyl 4-(2-(methoxy(methyl)amino)-2-oxoethyl)piperidine-1-carboxylate CON(C(CC1CCN(CC1)C(=O)OC(C)(C)C)=O)C